Cl.C12CNCC(CC1)N2C=2C=CC=1N=CN=C(C1N2)NC2=CC(=C(C=C2)CC2=CC=1N(C=C2)N=CN1)C 6-{3,8-diazabicyclo[3.2.1]octan-8-yl}-N-(3-methyl-4-{[1,2,4]triazolo[1,5-a]pyridin-7-ylmethyl}phenyl)pyrido[3,2-d]pyrimidin-4-amine hydrochloride